5-bromo-3-((2-(2-(4-((1-(cyclopropylmethyl)-1H-pyrazol-4-yl)methyl)-1-(4-methoxybenzyl)-1H-pyrazol-3-yl)-5-fluorophenyl)prop-2-yl)oxy)-2-nitropyridine BrC=1C=C(C(=NC1)[N+](=O)[O-])OC(C)(C)C1=C(C=CC(=C1)F)C1=NN(C=C1CC=1C=NN(C1)CC1CC1)CC1=CC=C(C=C1)OC